OC(CCCC(=O)OC)CC=CCC methyl 5-hydroxy-7-decenoate